C(C1=CC=CC=C1)OC1=CC(NC=C1)=O 4-(benzyloxy)-1,2-dihydropyridin-2-one